2-(2-chloro-5-nitropyrimidin-4-yl)-2-(3-fluoro-4-(1-methyl-4-(trifluoromethyl)-1H-imidazol-2-yl)benzyl)-1-methylhydrazine-1-carboxylic acid tert-butyl ester C(C)(C)(C)OC(=O)N(N(CC1=CC(=C(C=C1)C=1N(C=C(N1)C(F)(F)F)C)F)C1=NC(=NC=C1[N+](=O)[O-])Cl)C